3-[(1-methyl-4-piperidyl)methyl]-6-{[2-(1-methylpyrazol-4-yl)-4-pyridyl]oxy}quinazolin-4-one CN1CCC(CC1)CN1C=NC2=CC=C(C=C2C1=O)OC1=CC(=NC=C1)C=1C=NN(C1)C